FC(N1N=CC(=C1)C1=NN2C(=NC3=C(C=CC=C3C2=N1)C#N)NC=1C(N=CC=NC1)=O)F 2-[1-(difluoromethyl)-1H-pyrazol-4-yl]-5-{[(6R)-5-oxo-1,4-diazepin-6-yl]amino}[1,2,4]triazolo[1,5-c]quinazoline-7-carbonitrile